F[C@H]1[C@@H](CN(CC1)C1=NC2=C(N1CC1=NC=C(C=C1)F)C=CC=C2)N (3R,4R)-4-Fluoro-1-(1-((5-fluoropyridin-2-yl)methyl)-1H-benzo[d]imidazol-2-yl)piperidin-3-amin